tert-butyl 3-[[6-[2-hydroxy-6-methyl-4-(trifluoromethyl)phenyl]pyridazin-3-yl]methoxy]piperidine-1-carboxylate OC1=C(C(=CC(=C1)C(F)(F)F)C)C1=CC=C(N=N1)COC1CN(CCC1)C(=O)OC(C)(C)C